6-[2-(2,2-difluoroethyl)-5-(trifluoromethyl)pyrazol-3-yl]bicyclo[3.1.0]hexan-3-ol FC(CN1N=C(C=C1C1C2CC(CC12)O)C(F)(F)F)F